4-[(7-bromo-2-{[3-(hydroxymethyl)-1H-indazol-6-yl]amino}quinazolin-8-yl)oxy]cyclohexanol BrC1=CC=C2C=NC(=NC2=C1OC1CCC(CC1)O)NC1=CC=C2C(=NNC2=C1)CO